3-((4-(4-((4-(((R)-3-((5-chloro-4-(1H-indol-3-yl)pyrimidin-2-yl)amino)pyrrolidin-1-yl)methyl)piperidin-1-yl)methyl)piperidin-1-yl)benzyl)amino)piperidine-2,6-dione ClC=1C(=NC(=NC1)N[C@H]1CN(CC1)CC1CCN(CC1)CC1CCN(CC1)C1=CC=C(CNC2C(NC(CC2)=O)=O)C=C1)C1=CNC2=CC=CC=C12